FC(OC1=CC=C(C=C1)[C@@H]1[C@H](C1)B1OC(C(O1)(C)C)(C)C)F |r| racemic-2-((1S,2S)-2-(4-(difluoromethoxy)phenyl)cyclopropyl)-4,4,5,5-tetramethyl-1,3,2-dioxaborolane